(S)-6-chloro-2-((6-(2-fluoroethyl)-5-oxo-6,7-dihydro-5H-pyrrolo[3,4-d]pyrimidin-2-yl)amino)-2,3-dihydro-1H-indene-4-carbonitrile ClC=1C=C(C=2C[C@H](CC2C1)NC=1N=CC2=C(N1)CN(C2=O)CCF)C#N